6-tert-butyl 5-methyl 2-benzyl-8-(3-(4,4,5,5-tetramethyl-1,3,2-dioxaborolan-2-yl)propyl)-2,6-diazabicyclo[3.2.1]octane-5,6-dicarboxylate C(C1=CC=CC=C1)N1C2CN(C(CC1)(C2CCCB2OC(C(O2)(C)C)(C)C)C(=O)OC)C(=O)OC(C)(C)C